O=C1C(=C(C=NN1)N[C@H](COCCC(=O)N1CCN(CC1)C=1N=CC(=NC1)C#N)C)C(F)(F)F (S)-5-(4-(3-(2-((6-Oxo-5-(trifluoromethyl)-1,6-dihydropyridazin-4-yl)amino)propoxy)propanoyl)piperazin-1-yl)pyrazine-2-carbonitrile